(S,E)-Methyl-7-(1-(2-((1S,2R,4R)-bicyclo[2.2.1]heptan-2-ylamino)-2-oxoethyl)-2-oxo-1,2-dihydropyridin-3-ylamino)-6-(1-methyl-1H-pyrazol-5-carboxamido)-7-oxohept-2-enoat COC(\C=C\CC[C@@H](C(=O)NC=1C(N(C=CC1)CC(=O)N[C@H]1[C@H]2CC[C@@H](C1)C2)=O)NC(=O)C2=CC=NN2C)=O